FC1(CC2(CC(C2)(C2=NN=CN2C)C=2C=C(C=CC2)N2C(C3=CC(=CC(=C3C2)C(F)(F)F)CNC2(CCC2)C)=O)C1)F 2-(3-(6,6-difluoro-2-(4-methyl-4H-1,2,4-triazol-3-yl)spiro[3.3]heptan-2-yl)phenyl)-6-(((1-methylcyclobutyl)amino)methyl)-4-(trifluoromethyl)isoindolin-1-one